COC=1C=C2C(=CNC2=CC1)CCN(CCC)CCC N-[2-(5-methoxy-1H-indol-3-yl)ethyl]-N-propylpropan-1-amine